NC=1C=2N(C=C(N1)C1C(C1)CO)C(=CN2)C=2C=C(C=CC2C)C(C(F)F)(C)O 2-(3-(8-amino-6-(2-(hydroxymethyl)cyclopropyl)imidazo[1,2-a]pyrazin-3-yl)-4-methylphenyl)-1,1-difluoropropan-2-ol